(2S)-1-[2-[4-[(8-chloro-5-quinolinyl)oxy]-1-piperidinyl]acetyl]pyrrolidine-2-carbonitrile ClC=1C=CC(=C2C=CC=NC12)OC1CCN(CC1)CC(=O)N1[C@@H](CCC1)C#N